(1S,3R)-1-(indol-3-yl)-2-tert-butoxycarbonyl-1,2,3,4-tetrahydro-β-carboline-3-carboxylic acid N1C=C(C2=CC=CC=C12)[C@@H]1N([C@H](CC=2C3=CC=CC=C3NC12)C(=O)O)C(=O)OC(C)(C)C